COC1=CC(=C2C=CC3=C(C=C(C4=C3C2=C1C=C4)S(=O)(=O)[O-])S(=O)(=O)[O-])S(=O)(=O)[O-].[Na+].[Na+].[Na+] The molecule is an organic sodium salt that is the trisodium salt of 8-methoxypyrene-1,3,6-trisulfonic acid. A highly water-soluble superpolar fluorescent probe for assaying cationic surfactants. It has a role as a fluorescent probe. It contains an 8-methoxypyrene-1,3,6-trisulfonate.